(R/S)-4-methoxy-6-[(1E)-2-phenylvinyl]-5,6-dihydro-2H-pyran-2-one COC1=CC(O[C@H](C1)\C=C\C1=CC=CC=C1)=O |r|